methyl 4-[(2-methylimidazo[1,2-b]pyridazin-7-yl)methyl]cyclohexanecarboxylate CC=1N=C2N(N=CC(=C2)CC2CCC(CC2)C(=O)OC)C1